BrC=1C(=C(C=CC1)CN)OC (3-bromo-2-methoxy-phenyl)methanamine